O1C(OCC1)C1CCN(CC1)C1=NC=C(C(=C1)NC1=CC=2C3=C(C(N(C2C=C1)C)=O)OCC([C@@H](N3)C3CC3)(F)F)Cl (S)-10-((2-(4-(1,3-dioxolan-2-yl)piperidin-1-yl)-5-chloropyridin-4-yl)amino)-2-cyclopropyl-3,3-difluoro-7-methyl-1,2,3,4-tetrahydro-[1,4]oxazepino[2,3-c]quinolin-6(7H)-one